C(C)(C)(C)N([C@@H](C)C(=O)N[C@@H](C)C(=O)N[C@@H](C)C(=O)O)C(=O)OCC1=CC=CC=C1.C(C)(C)(C)[AsH2] Tertiary Butyl-Arsine tert-butyl-((benzyloxy)carbonyl)-L-alanyl-L-alanyl-L-alaninate